N-({4-methyl-2-[6-methyl-3-(pyrimidin-2-yl)pyridine-2-carbonyl]-2-azabicyclo[3.1.1]hept-3-yl}methyl)carbamic acid tert-butyl ester C(C)(C)(C)OC(NCC1N(C2CC(C1C)C2)C(=O)C2=NC(=CC=C2C2=NC=CC=N2)C)=O